1-(4-(4-hydroxypiperidin-4-yl)phenyl)dihydropyrimidine-2,4(1H,3H)-dione OC1(CCNCC1)C1=CC=C(C=C1)N1C(NC(CC1)=O)=O